C(C)(C)(C)C1N(CCC2=CC(=CC=C12)C1=C2C(=CN(C2=CN=C1)S(=O)(=O)C1=CC=C(C)C=C1)C)C(=O)OC[C@H]1N(CCC1)C(=O)OC(C)(C)C (S)-N-tert-butoxycarbonyl-prolinol tert-butyl-6-(3-methyl-1-tosyl-1H-1,6-diazainden-4-yl)-1,2,3,4-tetrahydro-2-isoquinolinecarboxylate